N[C@@]1(CN(C[C@H]1CCCB1OC(C(O1)(C)C)(C)C)S(NCCNC(=O)OC(C)(C)C)(=O)=O)C(=O)OCC |r| (rac)-ethyl trans-3-amino-1-(N-(2-((tert-butoxycarbonyl)amino)ethyl)sulfamoyl)-4-(3-(4,4,5,5-tetramethyl-1,3,2-dioxaborolan-2-yl)propyl)pyrrolidine-3-carboxylate